BrC1=NC(=CC(=C1C(=O)O)C1=CC=NC=C1OC)C bromo-5'-methoxy-6-methyl-(4,4'-bipyridine)-3-carboxylic acid